cyclohexyl isoselenocyanate C1(CCCCC1)N=C=[Se]